6-(1-methylpyrrolidin-3-yl)-4-morpholino-2-((3-(m-tolyl)-1H-pyrazol-5-yl)methyl)furo[3,2-d]pyrimidine CN1CC(CC1)C1=CC=2N=C(N=C(C2O1)N1CCOCC1)CC1=CC(=NN1)C=1C=C(C=CC1)C